C(#N)C=1C(=C(C(=C(C1C1=NC(=CC=C1)C1=CC=CC=C1)C1=CC=C(C=C1)N1C2=CC=CC=C2C=2C=C(C=CC12)C)C1=C(C=CC=C1)N1C2=CC=C(C=C2C=2C=C(C=CC12)C#N)C#N)C1=C(C=CC=C1)N1C2=CC=C(C=C2C=2C=C(C=CC12)C#N)C#N)C1=CC=C(C=C1)N1C2=CC=CC=C2C=2C=C(C=CC12)C 9,9'-(4'-cyano-3',6'-bis(4-(3-methyl-9H-carbazol-9-yl)phenyl)-5'-(6-phenylpyridin-2-yl)-[1,1':2',1''-terphenyl]-2,2''-diyl)bis(9H-carbazole-3,6-dicarbonitrile)